2,2'-dimethoxy-4,4'-bipyridine COC1=NC=CC(=C1)C1=CC(=NC=C1)OC